2,2-diethyl-6-(3-(pyrimidin-4-yl)-1,2,4-oxadiazol-5-yl)chroman-4-one C(C)C1(OC2=CC=C(C=C2C(C1)=O)C1=NC(=NO1)C1=NC=NC=C1)CC